FC1(C2=CC=CC=C2C=2C=C(C=CC12)C(=O)NCC(=O)N1[C@@H](C[C@](C1)(F)CN(C)C)C(=O)OC)F methyl (2S,4S)-1-((9,9-difluoro-9H-fluorene-3-carbonyl)glycyl)-4-((dimethylamino)methyl)-4-fluoropyrrolidine-2-carboxylate